ClC1=CC(=C(C=C1)N1CCN(CC1)CC1=CC=C2C(N(C(NC2=C1)=O)CC)=O)F 7-((4-(4-chloro-2-fluorophenyl)piperazin-1-yl)methyl)-3-ethylquinazoline-2,4(1H,3H)-dione